ClC=1C=C(C=CC1[N+](=O)[O-])C=CC(=O)C1=CC=C(C=C1)O 3-(3-Chloro-4-nitrophenyl)-1-(4-hydroxyphenyl)prop-2-en-1-one